C(C1=CC=CC=C1)OC(=O)N1CC2(CC2)C(C1)N(C)C 7-(dimethylamino)-5-azaspiro[2.4]Heptane-5-carboxylic acid benzyl ester